C1C(CC12NCCC2)N 5-azaspiro[3.4]octan-2-amine